FC1(CC(C1)CCN1N=C(C=2[C@@H](C(CCC12)(F)F)O)C(F)(F)F)F (4S)-1-[2-(3,3-difluorocyclobutyl)ethyl]-5,5-difluoro-3-(trifluoromethyl)-6,7-dihydro-4H-indazol-4-ol